CS(=O)(=O)CC(=O)N 2-(methyl-sulfonyl)acetamide